FC1=C(C=CC=C1)SC=1C=2N(C=C(C1)C=1C=NN(C1C)[C@@H]1CNCCC1)N=CC2C#N 4-(2-fluorophenyl)sulfanyl-6-[5-methyl-1-[(3S)-3-piperidyl]pyrazol-4-yl]pyrazolo[1,5-a]pyridine-3-carbonitrile